(2R,4R)-1-(3-chloro-2-fluorobenzyl)-4-((4-cyano-3-fluoro-6-((5-methyl-1H-pyrazol-3-yl)amino)pyridin-2-yl)methyl)-2-ethylpiperidine-4-carboxylic acid ClC=1C(=C(CN2[C@@H](C[C@@](CC2)(C(=O)O)CC2=NC(=CC(=C2F)C#N)NC2=NNC(=C2)C)CC)C=CC1)F